N1(CC=CC=C1)C(=O)O Pyridine-1-carboxylic acid